R-benzyl glycidyl ether C([C@H]1CO1)OCC1=CC=CC=C1